CNC(C(CC1CCN(CC1)C(CC=1C=C2C=CC(NC2=CC1)=O)=O)NC(C1=NC=C(C=C1)C1=CC=CC=C1)=O)=O N-(1-(methylamino)-1-oxo-3-(1-(2-(2-oxo-1,2-dihydroquinolin-6-yl)acetyl)piperidin-4-yl)propan-2-yl)-5-phenylpicolinamide